3-[[6-(difluoromethoxy)-4-[2-[(2,6-dimethylpyrimidin-4-yl)amino]pyrazolo[1,5-a]pyridin-5-yl]-3-pyridyl]oxy]-N,N,2,2-tetramethyl-propanamide FC(OC1=CC(=C(C=N1)OCC(C(=O)N(C)C)(C)C)C1=CC=2N(C=C1)N=C(C2)NC2=NC(=NC(=C2)C)C)F